18-Hydroxy-docos-20-enoic acid OC(CCCCCCCCCCCCCCCCC(=O)O)CC=CC